2-(Azepan-1-yl)-4-((4-(Bis(2-hydroxyethyl)amino)phenyl)amino)pyrimido[4,5-d]pyridazin-5(6H)-on N1(CCCCCC1)C=1N=C(C2=C(C=NNC2=O)N1)NC1=CC=C(C=C1)N(CCO)CCO